C(#N)CNC(C1=CC=C(C=C1)C1=NC(=NC=C1F)NC1=CC=C(C=C1)N1C(COCC1)=O)=O N-(Cyanomethyl)-4-(5-fluoro-2-((4-(3-oxomorpholino)phenyl)amino)pyrimidin-4-yl)benzamide